COCCN1CC=2NN=C(C2C1)C=O (5-(2-methoxyethyl)-1,4,5,6-tetrahydropyrrolo[3,4-c]pyrazol-3-yl)methanone